C(=O)C1CCN(CC1)CCN1[C@H](CN(CC1)C(=O)OCC1=CC=CC=C1)C benzyl (3S)-4-[2-(4-formyl-1-piperidinyl) ethyl]-3-methyl-piperazine-1-carboxylate